CN(CC(=O)O)C(CCCCCCCC#CCCCCCCCC)=O (Z)-N-methyl-N-(1-oxo-9-octadecynyl)glycine